N-(7-(2-hydroxypropan-2-yl)-2-(piperidin-4-yl)imidazo[1,2-a]pyridin-6-yl)-6-(trifluoromethyl)picolinamide hydrochloride Cl.OC(C)(C)C1=CC=2N(C=C1NC(C1=NC(=CC=C1)C(F)(F)F)=O)C=C(N2)C2CCNCC2